cis-N-methyl-N-{7-[(4-methylphenyl)sulfonyl]-7H-pyrrolo[2,3-d]-pyrimidin-4-yl}cyclobutane-1,3-diamine Dihydrobromide Br.Br.CN([C@@H]1C[C@@H](C1)N)C=1C2=C(N=CN1)N(C=C2)S(=O)(=O)C2=CC=C(C=C2)C